NC=1C(=C(C(=CC1)F)NC1=C(C2=CN(CN=C2C=C1)CF)F)Cl 6-((3-amino-2-chloro-6-fluorophenyl)amino)-5-fluoro-3-(fluoromethyl)quinazolin